CC1=CC=C2C=C(C(N(C2=C1)C1=CC=CC=C1)=O)C#N 7-methyl-2-oxo-1-phenyl-1,2-dihydroquinolin-3-carbonitrile